[4-chloro-5-[[4-(4-pyridyl)piperazin-1-yl]methyl]thiophene-2-carbonyl]oxylithium ClC=1C=C(SC1CN1CCN(CC1)C1=CC=NC=C1)C(=O)O[Li]